(S)-3-(1-aminoethyl)pyridin-2-amine N[C@@H](C)C=1C(=NC=CC1)N